NCC[C@H](C(=O)O)NC(=O)OC(C)(C)C (2R)-4-amino-2-(tert-butoxycarbonylamino)butyric acid